N(=[N+]=[N-])[C@H](C)[C@@H]1CN(CC1)C(=O)OC(C)(C)C tert-butyl (S)-3-((R)-1-azidoethyl)pyrrolidine-1-carboxylate